ClC1=C(C=C2C=CN(C2=C1)CC1=CC(=CC=C1)C(F)(F)F)NC(C=C)=O N-(6-chloro-1-(3-(trifluoromethyl)-benzyl)-1H-indol-5-yl)acrylamide